N-((1,2,3,5,6,7-hexahydro-s-indacen-4-yl)carbamoyl)-4-hydroxy-5,5-dimethyl-4,5,6,7-tetrahydrobenzofuran-2-sulfonamide C1CCC2=C(C=3CCCC3C=C12)NC(=O)NS(=O)(=O)C=1OC2=C(C1)C(C(CC2)(C)C)O